CC1(C2=CC=C(C=C2NC=2C=CC(=CC12)CN1CCNCC1)C1=CC=NN1)C 9,9-dimethyl-2-(piperazin-1-ylmethyl)-6-(1H-pyrazol-5-yl)-9,10-dihydroacridine